6-[(2R,4S)-4-fluoro-2-[3-fluoro-5-(ethylsulfanyl)phenyl]pyrrolidin-1-yl]-N-[(6S)-4-[(4-fluoro-3-hydroxyphenyl)methyl]-1,4-oxazepan-6-yl]imidazo[1,2-b]pyridazine-3-carboxamide F[C@H]1C[C@@H](N(C1)C=1C=CC=2N(N1)C(=CN2)C(=O)N[C@H]2CN(CCOC2)CC2=CC(=C(C=C2)F)O)C2=CC(=CC(=C2)SCC)F